N1C=NC=C2C1=CC=N2 PYRROLOPYRIMIDIN